CC1=NN=C(O1)[C@@H]1[C@@H](CC1)C=1NC(C2=C(N1)N(N=C2C#N)[C@@H](C)C=2C=NC(=CC2)C(F)(F)F)=O 6-((1R,2S)-2-(5-Methyl-1,3,4-oxadiazol-2-yl)cyclobutyl)-4-oxo-1-((S)-1-(6-(trifluoromethyl)pyridin-3-yl)ethyl)-4,5-dihydro-1H-pyrazolo[3,4-d]pyrimidin-3-carbonitril